1-(5Z,8Z,11Z,14Z-eicosatetraenoyl)-2-(9Z,12Z-octadecadienoyl)-glycero-3-phosphocholine CCCCC/C=C\C/C=C\CCCCCCCC(=O)O[C@H](COC(=O)CCC/C=C\C/C=C\C/C=C\C/C=C\CCCCC)COP(=O)([O-])OCC[N+](C)(C)C